S(=S)([O-])[O-].[K+].[K+] potassium thiosulfite